O1C(COCC1)COC1=CC(=C(C(=N1)CCC1=CC=C(OCCCCC(=O)OCC)C=C1)CC)O Ethyl 5-(4-(2-(6-((1,4-dioxan-2-yl)methoxy)-3-ethyl-4-hydroxypyridin-2-yl)ethyl)phenoxy)pentanoate